N1C=C(C2=CC=CC=C12)C(=O)NO 1H-indole-3-hydroxamic acid